6-(2-amino-6-fluoro-5-(4-(1,2,3,6-tetrahydropyridin-4-yl)phenyl)pyridin-3-yl)-3,4-dihydroisoquinolin-1(2H)-one NC1=NC(=C(C=C1C=1C=C2CCNC(C2=CC1)=O)C1=CC=C(C=C1)C=1CCNCC1)F